4-(2-methyl-1H-indol-3-yl)thiazol-2-amine hydrobromide Br.CC=1NC2=CC=CC=C2C1C=1N=C(SC1)N